(R or S)-4-(4-((1R,5S)-3,8-diazabicyclo[3.2.1]octan-3-yl)-6-chloro-2-(3-(dimethylamino)azetidin-1-yl)-8-fluoro-quinazolin-7-yl)naphthalen-2-ol [C@H]12CN(C[C@H](CC1)N2)C2=NC(=NC1=C(C(=C(C=C21)Cl)C2=CC(=CC1=CC=CC=C21)O)F)N2CC(C2)N(C)C